5-[(2-chloro-5-fluorophenyl)carbonyl]-6-{[(2,4-dimethoxyphenyl)methyl]amino}-2-methyl-1-oxo-2,3-dihydro-1H-isoindole-4-carbonitrile ClC1=C(C=C(C=C1)F)C(=O)C1=C(C=2CN(C(C2C=C1NCC1=C(C=C(C=C1)OC)OC)=O)C)C#N